5-Chloro-2-(4-fluoro-2-methylphenoxy)-N-(2-(N-(piperidin-4-yl)sulfamoyl)pyridin-4-yl)-4-(Trifluoromethyl)benzamide ClC=1C(=CC(=C(C(=O)NC2=CC(=NC=C2)S(NC2CCNCC2)(=O)=O)C1)OC1=C(C=C(C=C1)F)C)C(F)(F)F